1,3-Bis(aminoethyl-aminopropyl)-tetramethyldisiloxane NCCC(CC[Si](O[Si](CCC(N)CCN)(C)C)(C)C)N